FC1=C(C(=CC=C1)F)C(CCCC(F)(F)F)O 1-(2,6-difluorophenyl)-5,5,5-trifluoro-pentan-1-ol